F[P-](F)(F)(F)(F)F.N1(N=NC2=C1C=CC=C2)O[P+](N2CCCC2)(N2CCCC2)N2CCCC2 benzotriazol-1-yl-oxy-tris(pyrrolidino)phosphonium hexafluorophosphate